C1(CC1)N1N=CC=C(C1=O)NC(=O)C=1C(=CC=2N(C1)C=C(N2)[C@@]21CO[C@@](CC2)(C1)C)OC(C)C N-(2-cyclopropyl-3-oxo-pyridazin-4-yl)-7-isopropoxy-2-[(1S,4R)-1-methyl-2-oxabicyclo[2.2.1]heptan-4-yl]imidazo[1,2-a]pyridine-6-carboxamide